methyl 2-(1-{[(2-methylprop-2-yl)oxy]carbonyl}-2,5-dihydro-1H-pyrrol-3-yl)pyrimidine-5-carboxylate CC(C)(C)OC(=O)N1CC(=CC1)C1=NC=C(C=N1)C(=O)OC